2-phenyl-3-(3,4,5-trimethoxyphenyl)-4,5,6,7-tetrahydro-2H-indazole C1(=CC=CC=C1)N1N=C2CCCCC2=C1C1=CC(=C(C(=C1)OC)OC)OC